[2-(dimethylamino)-2-phenylbutyl]3,4,5-trimethoxybenzoate CN(C(COC(C1=CC(=C(C(=C1)OC)OC)OC)=O)(CC)C1=CC=CC=C1)C